4-(6,8-difluoro-2-(((2R,7aS)-2-fluorohexahydro-1H-pyrrolizin-7a-yl)methoxy)-4-(2,2,2-trifluoroethoxy)quinazolin-7-yl)-5-ethyl-6-fluoronaphthalen-2-ol FC=1C=C2C(=NC(=NC2=C(C1C1=CC(=CC2=CC=C(C(=C12)CC)F)O)F)OC[C@]12CCCN2C[C@@H](C1)F)OCC(F)(F)F